C(C)(=O)OCC([C@]1(CC[C@H]2[C@@H]3CCC4=CC(CC[C@]4(C)[C@H]3CC[C@]12C)=O)OC(CC)=O)=O (acetoxy)-17-(1-oxopropoxy)-pregna-4-ene-3,20-dione